4-(2-(2-(2-cyclopropylphenyl)pyrrolidin-1-yl)-7-azaspiro[3.5]nonan-7-yl)-N-((3-nitro-4-((2-(tetrahydro-2H-pyran-4-yl)ethyl)amino)phenyl)sulfonyl)benzamide C1(CC1)C1=C(C=CC=C1)C1N(CCC1)C1CC2(C1)CCN(CC2)C2=CC=C(C(=O)NS(=O)(=O)C1=CC(=C(C=C1)NCCC1CCOCC1)[N+](=O)[O-])C=C2